benzyl (R)-4-(1-amino-2,2,2-trifluoroethyl)piperidine-1-carboxylate N[C@@H](C(F)(F)F)C1CCN(CC1)C(=O)OCC1=CC=CC=C1